3-(trans-4-(2-(4-(2,3-dichlorophenyl)piperazin-1-yl)propyl)cyclohexyl)-1,1-dimethylurea ClC1=C(C=CC=C1Cl)N1CCN(CC1)C(C[C@@H]1CC[C@H](CC1)NC(N(C)C)=O)C